(2R)-N-(4-hydroxybenzyl)-2-(2-phenyl-2-(3-(4-(2-(piperazin-1-yl)acetamido)butoxy)phenyl)acetamido)-5-((Z)-2-((2-propionamidoethyl)-carbamoyl)guanidino)pentanamide OC1=CC=C(CNC([C@@H](CCCN\C(=N/C(NCCNC(CC)=O)=O)\N)NC(C(C2=CC(=CC=C2)OCCCCNC(CN2CCNCC2)=O)C2=CC=CC=C2)=O)=O)C=C1